4-(5-{[(4-Fluorophenyl)methyl](methyl)amino}-4-methyl-1H-pyrazol-3-yl)-1-[2-(morpholin-4-yl)acetyl]azetidin-2-on FC1=CC=C(C=C1)CN(C1=C(C(=NN1)C1CC(N1C(CN1CCOCC1)=O)=O)C)C